FC1=C(C=CC(=C1)F)C=1CCN(CC1)C(CCC=1NC(C2=CC(=CC=C2C1)F)=O)=O 3-(3-(4-(2,4-difluorophenyl)-3,6-dihydropyridin-1(2H)-yl)-3-oxopropyl)-7-fluoroisoquinolin-1(2H)-one